FC1=C2C=C(N=NC2=CC(=C1)C=1C=C(C=2N(N1)C=C(N2)C)OCCN(C)C)C2CCNCC2 2-({6-[5-fluoro-3-(piperidin-4-yl)cinnolin-7-yl]-2-methylimidazo[1,2-b]pyridazin-8-yl}oxy)-N,N-dimethylethan-1-amine